4-(2-Amino-4-methyl-3-(2-(methylamino)benzo[d]thiazol-6-yl)benzoyl)-1-methyl-2,5-diphenyl-1H-pyrazol-3(2H)-one NC1=C(C(=O)C=2C(N(N(C2C2=CC=CC=C2)C)C2=CC=CC=C2)=O)C=CC(=C1C1=CC2=C(N=C(S2)NC)C=C1)C